C(C1=CC=CC=C1)OC(=O)NC(C(=O)[O-])CNC(C1=CC(=CC(=C1)F)C1=C(C=NN1CCC)C(F)F)=O 2-(((benzyloxy)carbonyl)amino)-3-(3-(4-(difluoromethyl)-1-propyl-1H-pyrazol-5-yl)-5-fluorobenzamido)propanoate